FC(CN1C(NC2=CC(=CC=C2C1=O)CN1CCN(CC1)C=1C=CC(=NC1)C(=O)NC)=O)F 5-(4-((3-(2,2-difluoroethyl)-2,4-dioxo-1,2,3,4-tetrahydroquinazolin-7-yl)methyl)piperazin-1-yl)-N-methylpicolinamide